ClC1=C(C(=O)N2COC3=C(C2)C=CC=C3C3=CC(=C(C(=O)O)C=C3)N3C2COCC3CC2)C(=CC(=C1)N1CC2(C1)CC(C2)OC)Cl 4-[3-[2,6-dichloro-4-(6-methoxy-2-azaspiro[3.3]heptan-2-yl)benzoyl]-2,4-dihydro-1,3-benzoxazin-8-yl]-2-(3-oxa-8-azabicyclo[3.2.1]octan-8-yl)benzoic acid